ClC=1C=C(C=2N(C1)N=CN2)N2CCOCC2 4-{6-chloro-[1,2,4]triazolo[1,5-a]pyridin-8-yl}morpholine